2-((1R,5R)-3-methyl-5-(prop-1-en-2-yl)cyclopent-2-en-1-yl)-5-(2-methyloctan-2-yl)benzene-1,3-diol CC1=C[C@H]([C@@H](C1)C(=C)C)C1=C(C=C(C=C1O)C(C)(CCCCCC)C)O